[2H]C(N1C=C(C2=CC=CC=C12)C1=NC=NC=C1)([2H])[2H] 4-(1-(trideuteromethyl)-1H-indol-3-yl)pyrimidine